Tert-butyl (2-((4-(3-(dimethylamino)phenyl)thiazol-2-yl)amino)-2-oxoethyl)carbamate CN(C=1C=C(C=CC1)C=1N=C(SC1)NC(CNC(OC(C)(C)C)=O)=O)C